methyl (1S,3S)-3-((2-(5-chloro-3-(((4-(2,2,2-trifluoroethoxy)pyrimidin-2-yl)amino)methyl)thiophen-2-yl)-4-methylpyrimidin-5-yl)oxy)cyclohexane-1-carboxylate ClC1=CC(=C(S1)C1=NC=C(C(=N1)C)O[C@@H]1C[C@H](CCC1)C(=O)OC)CNC1=NC=CC(=N1)OCC(F)(F)F